cerotic acid lead [Pb].C(CCCCCCCCCCCCCCCCCCCCCCCCC)(=O)O